F[C@@H]1[C@]2(CC[C@@](C[C@@H]1C(=C)C1=CC=C(N=N1)C1=C(C=C(C=C1)N1C=NC=C1)O)(N2)C)C 2-(6-(1-((1R,2S,3R,5S)-2-fluoro-1,5-dimethyl-8-azabicyclo[3.2.1]octan-3-yl)vinyl)pyridazin-3-yl)-5-(1H-imidazol-1-yl)phenol